3,5,4'-trimethoxystilbene COC=1C=C(C=C(C1)OC)C=CC1=CC=C(C=C1)OC